8-(1-((3,5-difluorophenyl)amino)ethyl)-6-((4,4-dimethyl-4,5-dihydrooxazol-2-yl)amino)-2-morpholino-4H-chromen-4-one FC=1C=C(C=C(C1)F)NC(C)C=1C=C(C=C2C(C=C(OC12)N1CCOCC1)=O)NC=1OCC(N1)(C)C